CN(CCCNC1=C(N=C2N1C=CN=C2)C2=CC=NC=C2)C N1,N1-dimethyl-N3-(2-(pyridin-4-yl)imidazo[1,2-a]pyrazin-3-yl)propane-1,3-diamine